6-chloro-3-(2-(trifluoromethyl)pyrimidin-5-yl)pyridinecarbaldehyde ClC1=CC=C(C(=N1)C=O)C=1C=NC(=NC1)C(F)(F)F